6-Nitro-2,3-dihydrospiro[indene-1,2'-[1,3]dithiolane] [N+](=O)([O-])C1=CC=C2CCC3(SCCS3)C2=C1